mono[2-carboxymethyl hexyl] phthalate C(C=1C(C(=O)[O-])=CC=CC1)(=O)OCC(CCCC)CC(=O)O